C1(=C(C=CC2=CC=CC=C12)OC1=CC=C(C=C1)C1=CC=C(C=C1)CO)C1=C(C=CC2=CC=CC=C12)OC1=CC=C(C=C1)C1=CC=C(C=C1)CO {[1,1'-binaphthalene]-2,2'-diylbis(oxy[1,1'-biphenyl]-4',4-diyl)}dimethanol